ClC1=NSC(=N1)SC=1SC=CC1 3-chloro-5-(2-thienylthio)-1,2,4-thiadiazole